OCC(N1N=CNCC1)C(=O)C(CO)N1N=CNCC1 2-hydroxy-1-(5,6-dihydro-1,2,4-triazin-1(4H)-yl)ethylketon